2-(2,3-Dihydro-[1,4]dioxino[2,3-b]pyridin-2-ylmethoxy)-9-(1H-tetrazol-5-ylmethoxy)-6,7-dihydro-pyrimido[6,1-a]isoquinolin-4-one O1C(COC2=NC=CC=C21)COC2=NC(N1C(C3=CC=C(C=C3CC1)OCC1=NN=NN1)=C2)=O